C1(CCCCC1)CCCOC(=O)N[C@@H](CC(C)C)C(=O)OC methyl ((3-cyclohexylpropoxy)carbonyl)-L-leucinate